(R)-9-(6-(4-amino-4-(1,3,4-oxadiazol-2-yl)butoxy)-2,3-dichlorobenzyl)-9H-purin-6-amin N[C@H](CCCOC1=CC=C(C(=C1CN1C2=NC=NC(=C2N=C1)N)Cl)Cl)C=1OC=NN1